methyl 2-[3-[4-(cyclopropylcarbamoyl)-3-(difluoromethoxy)-5-methoxyphenyl] imidazo[1,2-a]pyridin-7-yl]-2,2-difluoro-acetate C1(CC1)NC(=O)C1=C(C=C(C=C1OC)C1=CN=C2N1C=CC(=C2)C(C(=O)OC)(F)F)OC(F)F